COC1=C(C=C(C=C1)/C=C/C=O)OC The molecule is a member of the class of cinnamaldehydes that is cinnamaldehyde substituted by methoxy groups at positions 3' and 4' respectively. It is a member of cinnamaldehydes and a dimethoxybenzene. It derives from an (E)-cinnamaldehyde.